Distearylterephthalat C(CCCCCCCCCCCCCCCCC)OC(C1=CC=C(C(=O)OCCCCCCCCCCCCCCCCCC)C=C1)=O